FC1=C(OC=2C(=NC(=NC2)S(=O)(=O)C)C=2C3=C(C(N(C2)C)=O)OC=C3)C=CC(=C1)F 4-[5-(2,4-difluorophenoxy)-2-methyl-sulfonylpyrimidin-4-yl]-6-methylfuro[2,3-c]pyridin-7-one